(4-(t-butyl)-2-mercaptophenyl)diphenylphosphine oxide C(C)(C)(C)C1=CC(=C(C=C1)P(C1=CC=CC=C1)(C1=CC=CC=C1)=O)S